1-(4-((7-(benzyloxy)-6-methoxyquinazolin-4-yl)oxy)-2-chlorophenyl)-3-(1-methyl-1H-indol-5-yl)urea C(C1=CC=CC=C1)OC1=C(C=C2C(=NC=NC2=C1)OC1=CC(=C(C=C1)NC(=O)NC=1C=C2C=CN(C2=CC1)C)Cl)OC